ethyl 2-[[(2S)-2-aminopropanoyl]amino]-3-(2,6-difluorobenzoyl)-5,6-dihydro-4H-cyclopenta[b]thiophene-5-carboxylate N[C@H](C(=O)NC1=C(C2=C(S1)CC(C2)C(=O)OCC)C(C2=C(C=CC=C2F)F)=O)C